C(C)(C)NC([C@H](CCCNC(OCCCC1=C(C(C(=C(C1=O)C)C)=O)C)=O)NC([C@H](C(C)C)NC(=O)[C@H]1NCCC1)=O)=O 3-(2,4,5-trimethyl-3,6-dioxocyclohexa-1,4-dien-1-yl)propyl ((S)-5-(isopropylamino)-4-((S)-3-methyl-2-((S)-pyrrolidine-2-carboxamido) butanamido)-5-oxopentyl)carbamate